(±)-5-(2-ethoxy-3-pyridinyl)-1-isopropyl-N-[tetrahydrofuran-3-yl]pyrazolo[4,3-b]pyridin-7-amine C(C)OC1=NC=CC=C1C1=CC(=C2C(=N1)C=NN2C(C)C)N[C@H]2COCC2 |r|